6-acetyl-2-[5-(3-amino-pyrrolidine-1-sulfonyl)-pyridin-2-ylamino]-8-cyclopentyl-5-methyl-8H-pyrido[2,3-d]Pyrimidin-7-one C(C)(=O)C1=C(C2=C(N=C(N=C2)NC2=NC=C(C=C2)S(=O)(=O)N2CC(CC2)N)N(C1=O)C1CCCC1)C